β-citral CC(=CCC/C(=C\C=O)/C)C